(S)-2-((S)-2-((S)-3-(4-Hydroxyphenyl)-2-((S)-pyrrolidine-2-carboxamido)propanamido)-3-(pyridin-3-yl)propanamido)-5,5-dimethylhexanoic acid OC1=CC=C(C=C1)C[C@@H](C(=O)N[C@H](C(=O)N[C@H](C(=O)O)CCC(C)(C)C)CC=1C=NC=CC1)NC(=O)[C@H]1NCCC1